(4,4-difluoropiperidin-3-yl)methanol hydrochloride Cl.FC1(C(CNCC1)CO)F